benzo[e][1,2,4]triazine N1=NC=NC2=C1C=CC=C2